[C@H]12COC[C@@H]2C1NC1=NN2C(C(=N1)OC)=C(C=C2)C=2C=C1C(=NC2)N=C(N1CC(F)F)C N-((1R,5S,6s)-3-oxabicyclo[3.1.0]hexane-6-yl)-5-(1-(2,2-difluoroethyl)-2-methyl-1H-imidazo[4,5-b]pyridin-6-yl)-4-methoxypyrrolo[2,1-f][1,2,4]triazin-2-amine